COC1=CC=C(C=C1)C(C#N)NC1=CC=C(C=C1)Br 2-(4-methoxyphenyl)-2-(4-bromoanilino)acetonitrile